O[C@@]1([C@@H](C2=CC=CC=C2C1)NC(=O)C=1C=C2C(CCS(C2=CC1)(=O)=O)N1C(NC(CC1=O)(C)C)=N)C N-[(1R,2S)-2-hydroxy-2-methyl-indan-1-yl]-4-(2-imino-4,4-dimethyl-6-oxo-hexahydropyrimidin-1-yl)-1,1-dioxo-3,4-dihydro-2H-thiochromene-6-carboxamide